N1C=C(C2=CC=CC=C12)C[C@H](C(NCCCC=1N=CN(C1)C(C1=CC=CC=C1)(C1=CC=CC=C1)C1=CC=CC=C1)=S)NC(OC(C)(C)C)=O (R)-tert-butyl (3-(1H-indol-3-yl)-1-thioxo-1-((3-(1-trityl-1H-imidazol-4-yl)propyl)amino)propan-2-yl)carbamate